2-oxabicyclo[3.2.1]octan-3-one C12OC(CC(CC1)C2)=O